OC1=CC(=CC2=C1C=C(C(=[O+]2)C2=CC(=C(C(=C2)OC)O)OC)O[C@@H]2O[C@@H]([C@H]([C@@H]([C@H]2O)O)O)CO)O 5,7-dihydroxy-2-(4-hydroxy-3,5-dimethoxyphenyl)-3-{[(2s,3R,4s,5s,6R)-3,4,5-trihydroxy-6-(hydroxymethyl)oxan-2-yl]oxy}-1λ4-benzopyran-1-ylium